C(C1=CC=CC=C1)N(C1CCC(CC1)N1CC(CC1)(F)F)CC1=CC=CC=C1 (1r,4r)-N,N-dibenzyl-4-(3,3-difluoropyrrolidin-1-yl)-cyclohexan-1-amine